7-((5-chloropyridin-2-yl)methyl)-1-(3-hydroxypropyl)-8-(2-isopropylphenyl)-3-methyl-1H-purine-2,6(3H,7H)-dione ClC=1C=CC(=NC1)CN1C(=NC=2N(C(N(C(C12)=O)CCCO)=O)C)C1=C(C=CC=C1)C(C)C